C(C)OC(/C=C(\CC1CCN(CC1)C(=O)OC(C)(C)C)/C1=CC(=CC=C1)C(F)(F)F)=O tert-butyl (E)-4-(4-ethoxy-4-oxo-2-(3-(trifluoromethyl) phenyl) but-2-en-1-yl)piperidine-1-carboxylate